6-(azidomethyl)-5-chloropyridine-3-carbonitrile N(=[N+]=[N-])CC1=C(C=C(C=N1)C#N)Cl